CC1=NN2C(N(CCC2)C(CCC(=O)NC=2N=NC(=CC2)C=2C=C(C=CC2)C)=O)=C1 4-(2-methyl-6,7-dihydropyrazolo[1,5-a]pyrimidin-4(5H)-yl)-4-oxo-N-(6-(m-tolyl)pyridazin-3-yl)butanamide